N-((2,3-dihydrobenzofuran-5-yl)methyl)-1-(3-(4-methoxyphenyl)-1,2,4-oxadiazol-5-yl)piperidine-4-carboxamide O1CCC2=C1C=CC(=C2)CNC(=O)C2CCN(CC2)C2=NC(=NO2)C2=CC=C(C=C2)OC